naphthalene phosphate P(=O)(O)(O)O.C1=CC=CC2=CC=CC=C12